N1[C@@H](CCCCC1)COC1=NC(=C(C=2N=C(N=C(C21)O)Cl)F)Cl (S)-5-(azepan-2-ylmethoxy)-2,7-dichloro-8-fluoropyrido[4,3-d]pyrimidin-4-ol